ClC(C)C1=NC=CC=C1 (1-chloroethyl)pyridine